oxo-1',2',4,6-tetrahydrospiro[cyclopenta[d]thiazole-5,3'-pyrrolo[2,3-b]pyridine]-2-carboxylate O=C1C2(C=3C(=NC=CC3)N1)CC1=C(N=C(S1)C(=O)[O-])C2